6-chloro-2,3-dihydroquinolin-4(1H)-one ClC=1C=C2C(CCNC2=CC1)=O